ethyl 1-[cyano(2-fluorophenyl)methyl]cyclobutane-1-carboxylate C(#N)C(C1(CCC1)C(=O)OCC)C1=C(C=CC=C1)F